CN(CC=O)CC1=CSC=C1 2-[METHYL(THIOPHEN-3-YLMETHYL)AMINO]ACETALDEHYDE